C(#N)C1=CC=C(C=C1)C=1NC2=CC=CC=C2C1CCC(=O)N[C@@H]1C(NC[C@H]1O)=O 3-[2-(4-cyanophenyl)-1H-indol-3-yl]-N-[(3S,4R)-4-hydroxy-2-oxo-pyrrolidin-3-yl]propanamide